(E)-1-(2,4-Dihydroxy-6-nitrosophenyl)-3-phenylprop-2-en-1-one OC1=C(C(=CC(=C1)O)N=O)C(\C=C\C1=CC=CC=C1)=O